C1(=CC=CC=2C3=CC=CC=C3CC12)COC(=O)N[C@@H](CO)C1=CC=C(C=C1)O (R)-2-(fluorenylmethoxycarbonyl)amino-2-(4-hydroxyphenyl)-ethanol